BrC=1C=CC(=C(C1)NC(C)=O)Cl N-(5-bromo-2-chlorophenyl)acetamide